7-bromo-6-(methoxymethyloxy)-2-methylchromen-4-one BrC1=C(C=C2C(C=C(OC2=C1)C)=O)OCOC